N-hydroxy-3,5-dimethylbenzamidine ONC(C1=CC(=CC(=C1)C)C)=N